C(C)(C)(C)OC(=O)N1CCC(CC1)N1C(C2=C(C=C(C=C2C=C1)Br)S(=O)C)=O.N(=[N+]=[N-])C[C@H]1N(C[C@@H](NC1)C)C(C)C1=CC=C(C=C1)C(F)(F)F (2S,5S)-2-(azidomethyl)-5-methyl-1-(1-(4-(trifluoromethyl)phenyl)ethyl)piperazine tert-butyl-4-(6-bromo-8-(methylsulfinyl)-1-oxoisoquinolin-2(1H)-yl)piperidine-1-carboxylate